diethyl-3-(4-bromophenyl)isoxazole-5,5(4H)-dicarboxylic acid C(C)C1(C(=NOC1(C(=O)O)C(=O)O)C1=CC=C(C=C1)Br)CC